(1S,2S)-2-(((6-(5-((5-(cyclopropylmethyl)-2H-tetrazol-2-yl)methyl)-1-methyl-1H-1,2,3-triazol-4-yl)-2-methylpyridin-3-yl)oxy)methyl)cyclobutane-1-carboxylic acid C1(CC1)CC=1N=NN(N1)CC1=C(N=NN1C)C1=CC=C(C(=N1)C)OC[C@@H]1[C@H](CC1)C(=O)O